5-(bromomethyl)-1-((2-(trimethylsilyl)ethoxy)methyl)-2H-tetrazole BrCC1=NNNN1COCC[Si](C)(C)C